(5-(benzyloxy)-2-fluorophenyl)(6-(5-(pyridin-2-yl)-3-(trifluoromethyl)-1H-pyrazol-1-yl)-2-azaspiro[3.3]heptan-2-yl)methanone C(C1=CC=CC=C1)OC=1C=CC(=C(C1)C(=O)N1CC2(C1)CC(C2)N2N=C(C=C2C2=NC=CC=C2)C(F)(F)F)F